2-amino-N8-[6-[4-(2-aminoethylcarbamoyl)-1-piperidyl]-3-pyridyl]-N4-ethoxy-N4-propyl-3H-1-benzazepine-4,8-dicarboxamide NC1=NC2=C(C=C(C1)C(=O)N(CCC)OCC)C=CC(=C2)C(=O)NC=2C=NC(=CC2)N2CCC(CC2)C(NCCN)=O